C(\C=C/C(=O)O)(=O)O.FC(C=1C=CC2=C(NC(=N2)[C@@H]2[C@H]3OC4=C([C@H]32)C=C(C=C4)OC4=C3CCC(NC3=NC=C4)=O)C1)(F)F.C(\C=C/C(=O)O)(=O)O.C(\C=C/C(=O)O)(=O)O.FC(F)(F)C=1C=CC4=C(NC(=N4)[C@@H]4[C@H]3OC2=C([C@H]34)C=C(C=C2)OC2=C3CCC(NC3=NC=C2)=O)C1 5-(((1R,1aS,6bR)-1-(6-(trifluoromethyl)-1H-benzo[d]imidazol-2-yl)-1a,6b-dihydro-1H-cyclopropa[b]benzofuran-5-yl)oxy)-3,4-dihydro-1,8-naphthyridin-2(1H)-one sesqui-maleate